COC1=C(CC(N)C)C=C(C(=C1)CCF)OC 2,5-Dimethoxy-4-(2-fluoroethyl)amphetamine